NC1=C(C(=NN1[C@@H]1CN([C@H](C1)COC)C(C=C)=O)C#CC1=CC2=C(N(C=N2)C2CC2)C(=C1Cl)F)C(=O)N 5-Amino-3-[2-(6-chloro-1-cyclopropyl-7-fluoro-1,3-benzodiazol-5-yl)ethynyl]-1-[(3S,5R)-5-(methoxymethyl)-1-(prop-2-enoyl)pyrrolidin-3-yl]pyrazole-4-carboxamide